BrC1=C(C=CC=C1)C[C@@H](C(=O)NC)NC(=O)C1=CC(=NN1)C1=CC=CC=C1 (S)-N-(3-(2-bromophenyl)-1-(methylamino)-1-oxopropan-2-yl)-3-phenyl-1H-pyrazole-5-carboxamide